N-(2,5-dimethylphenyl)acrylamide CC1=C(C=C(C=C1)C)NC(C=C)=O